BrC=1C=C(C=CC1)/C=C/C(=O)OCC (E)-ethyl 3-(3-bromophenyl)acrylate